[O-]CC.COC(COC(C)O)OC (dimethoxyethoxyethanol) ethoxide